FC1=C(C=CC(=C1F)OC1=CC=CC=C1)C1=CN=C2N1C=CN=C2NC2=CC(=C(C(=O)NCC1CCN(CC1)CC1CN(CC1)C(=O)OC(C)(C)C)C=C2)CC tert-butyl 3-((4-((4-((3-(2,3-difluoro-4-phenoxyphenyl)imidazo[1,2-a]pyrazin-8-yl)amino)-2-ethylbenzamido)methyl)piperidin-1-yl)methyl)pyrrolidine-1-carboxylate